N-[2-(2-aminoethoxy)ethyl]-4-[[3-[1-[2-(chloromethyl)-3-hydroxy-2-methylpropyl]-3-(trifluoromethyl)pyrazol-4-yl]imidazo[1,2-a]pyrazin-8-yl]amino]-2-ethylbenzamide formate C(=O)O.NCCOCCNC(C1=C(C=C(C=C1)NC=1C=2N(C=CN1)C(=CN2)C=2C(=NN(C2)CC(CO)(C)CCl)C(F)(F)F)CC)=O